2-(4,4-Dimethyl-1-piperidyl)-6-(3-fluoro-5-isobutoxyphenyl)-N-(1H-pyrazol-5-ylsulfonyl)pyridin-3-carboxamid CC1(CCN(CC1)C1=NC(=CC=C1C(=O)NS(=O)(=O)C1=CC=NN1)C1=CC(=CC(=C1)OCC(C)C)F)C